(R)-Benzyl 3-(((R)-2-Hydroxy-3-(3-(methylsulfonyl)phenoxy) propyl)amino)-1-oxa-8-azaspiro[4.5]decane-8-carboxylate O[C@H](CN[C@H]1COC2(C1)CCN(CC2)C(=O)OCC2=CC=CC=C2)COC2=CC(=CC=C2)S(=O)(=O)C